COC(C1=CC(=C(C=C1)O)C([2H])([2H])[2H])=O 4-Hydroxy-3-(methyl-d3)benzoic acid methyl ester